ClC=1C(=CC=C2C=CC=C(C12)N1CC=2N=C(N=C(C2CC1)N1C[C@@H](N(CC1)C(C(=C)F)=O)CC#N)OCCN(CC)CC)F (S)-2-(4-(7-(8-chloro-7-fluoronaphthalen-1-yl)-2-(2-(diethylamino)ethoxy)-5,6,7,8-tetrahydropyrido[3,4-d]pyrimidin-4-yl)-1-(2-fluoroacryloyl)piperazin-2-yl)acetonitrile